(3-ethoxyphenyl)-5-(isoindolin-2-yl)-7-(1H-pyrazol-4-yl)pyrazolo[1,5-a]pyrimidine-2-carboxamide C(C)OC=1C=C(C=CC1)C=1C(=NN2C1N=C(C=C2C=2C=NNC2)N2CC1=CC=CC=C1C2)C(=O)N